N-(3-chloro-5-(ethylsulfonamido)phenyl)-5-(5-fluoro-3-((5-fluoropyridin-3-yl)methoxy)pyridin-2-yl)-1-methyl-1H-pyrrole-3-carboxamide ClC=1C=C(C=C(C1)NS(=O)(=O)CC)NC(=O)C1=CN(C(=C1)C1=NC=C(C=C1OCC=1C=NC=C(C1)F)F)C